4-(3-methoxyazetidin-3-yl)-N,N-dimethylaniline hydrochloride Cl.COC1(CNC1)C1=CC=C(N(C)C)C=C1